OC(CCCCCCCCCCC(=O)N)CCCCCC 12-hydroxystearic acid, amide